5-(1-(4-(dimethylamino)piperidin-1-yl)vinyl)-6-methyl-2-(thiazol-5-yl)indolizine-7-carboxylic acid isopropyl ester C(C)(C)OC(=O)C=1C(=C(N2C=C(C=C2C1)C1=CN=CS1)C(=C)N1CCC(CC1)N(C)C)C